N-(2-morpholino-6-(pyridin-4-yloxy)-9H-purin-9-yl)-1-(m-Tolyl)methanimine O1CCN(CC1)C1=NC(=C2N=CN(C2=N1)N=CC=1C=C(C=CC1)C)OC1=CC=NC=C1